methyl 4-(3,4-difluoro-2-methoxyphenoxy)-6-iodopyridazine-3-carboxylate FC=1C(=C(OC2=C(N=NC(=C2)I)C(=O)OC)C=CC1F)OC